2-[1-[(5-Methyl-2-thienyl)methyl]pyrazol-4-yl]-5-propyl-3H-imidazo[2,1-b]purin-4-on CC1=CC=C(S1)CN1N=CC(=C1)C1=NC=2N3C(N(C(C2N1)=O)CCC)=NC=C3